OC1=C(N=CNC1=O)CN1C(N(C(C1)C1=CC=C(C=C1)C#CC1=CC=C(CN2CC(CC2)C#N)C=C1)C(C)C)=O 1-(4-((4-(1-((5-hydroxy-6-oxo-1,6-dihydropyrimidin-4-yl)methyl)-3-isopropyl-2-oxoimidazolidin-4-yl)phenyl)ethynyl)benzyl)pyrrolidine-3-carbonitrile